N1=C(C=CC=C1COC=1C(=CC2=C(N=C[C@H]3N(C2=O)CC=C(C3)C3=CSC=C3)C1)OC)COC=1C(=CC3=C(N=C[C@H]2N(C3=O)CC=C(C2)C2=CSC=C2)C1)OC (6aS,6a'S)-3,3'-((Pyridine-2,6-diylbis(methylene))bis(oxy))bis(2-methoxy-8-(thiophen-3-yl)-7,10-dihydrobenzo[e]pyrido[1,2-a][1,4]diazepin-12(6aH)-one)